CC1=NOC(=C1C=1C=NN2C1C=C(C=C2)C=2OC(=CN2)C(=O)OCC)C ethyl 2-[3-(3,5-dimethylisoxazol-4-yl)pyrazolo[1,5-a]pyridin-5-yl]oxazole-5-carboxylate